3-(2-{4-[2-(2,6-dioxopiperidin-3-yl)-1-oxo-2,3-dihydro-1H-isoindol-5-yl]piperazin-1-yl}ethoxy)propionic acid O=C1NC(CCC1N1C(C2=CC=C(C=C2C1)N1CCN(CC1)CCOCCC(=O)O)=O)=O